FC(C(=O)O)(C(F)F)F 2,2,3,3-Tetrafluoropropionic acid